2-((tert-butyl-Dimethylsilyl)oxy)acetaldehyde [Si](C)(C)(C(C)(C)C)OCC=O